CN1N=CC(=C1)C=1C=C(C=2N(C1)N=CC2)C2CCN(CC2)C(C=C)=O [4-[6-(1-methylpyrazol-4-yl)pyrazolo[1,5-a]pyridin-4-yl]-1-piperidinyl]prop-2-en-1-one